OCCN1CC=2C=CC(=NC2CC1)NC=1N=CC2=C(N1)C(=NC(=C2)CCO)N2CCCCC2 2-[2-[[6-(2-hydroxyethyl)-7,8-dihydro-5H-1,6-naphthyridin-2-yl]amino]-8-piperidin-1-ylpyrido[3,4-d]pyrimidin-6-yl]ethanol